methylpentan-1,5-diamine CC(CCCCN)N